OC1C=2C(CC(N=C1C)(C)C)=[N+](C(C(C2C)=O)(C)C)[O-] 5-hydroxy-2,2,4,6,8,8-hexamethyl-3-oxo-3,5,8,9-tetrahydro-2H-pyrido[2,3-d]azepine-1-oxide